(1r,3r)-3-(3-chlorophenyl)cyclobutan-1-amine hydrochloride Cl.ClC=1C=C(C=CC1)C1CC(C1)N